N1=CC(=CC2=CC=CC=C12)C1=C2C=CC=CC2=C(C2=CC=CC=C12)C1=CC=2C(=NN(N2)C2=CC=C(C=C2)C=2C=NC=CC2)C=C1 5-{10-(quinolin-3-yl)anthracene-9-yl}-2-{4-(pyridin-3-yl)phenyl}-2H-benzotriazole